ClCC\C=C/CCCCCCCCCC(OCCCC)OCCCC (3Z)-1-chloro-14,14-dibutoxy-3-tetradecene